4-cyano-2,3,5,6-tetramethylphenyl 4-(benzyloxy)-2,3,6-trimethylbenzoate C(C1=CC=CC=C1)OC1=C(C(=C(C(=O)OC2=C(C(=C(C(=C2C)C)C#N)C)C)C(=C1)C)C)C